C(C)(C)(C)OC(=O)N1[C@H](CCC1)\C=C\C1=C(C(=CC=C1)F)F.N(=[N+]=[N-])C1=CC=C(O[C@@H]2COCC2)C=C1 (S)-3-(4-azidophenoxy)tetrahydrofuran tert-butyl-(R,E)-2-(2,3-difluorostyryl)pyrrolidine-1-carboxylate